ethyl-2-(furan-2-ylmethyl)-3-oxoglutarate C(C)OC(C(C(CC(=O)[O-])=O)CC=1OC=CC1)=O